2-[3-ethylsulfanyl-6-(trifluoromethyl)imidazo[1,2-a]pyridin-2-yl]-6-methyl-7-(trifluoromethyl)imidazo[1,2-c]pyrimidin-5-one C(C)SC1=C(N=C2N1C=C(C=C2)C(F)(F)F)C=2N=C1N(C(N(C(=C1)C(F)(F)F)C)=O)C2